ethyl 7-azaspiro[3.5]nonane-2-carboxylate C1C(CC12CCNCC2)C(=O)OCC